FC1(CCN(CC1)C1=C(C(N(C2=CC(=CC=C12)O)C)=O)C#N)C=1OC2=C(N1)C=C(C=C2)C 4-[4-Fluoro-4-(5-methyl-1,3-benzoxazol-2-yl)piperidin-1-yl]-7-hydroxy-1-methyl-2-oxo-1,2-dihydro-quinoline-3-carbonitrile